BrC1(C=C(C=2N(C1)N=CC2C#N)C=2C=NC(=CC2)N2CC1N(C(C2)C1)CC=1C=NC(=C(C1)F)OC)N1CC(C1)(C)O 6-bromo-4-(6-(6-((5-fluoro-6-methoxypyridin-3-yl)methyl)-3,6-diazabicyclo[3.1.1]heptan-3-yl)pyridin-3-yl)-6-(3-hydroxy-3-methylazetidin-1-yl)pyrazolo[1,5-a]pyridine-3-carbonitrile